C1(=CC=C(C=C1)CN1CCC(CC1)(O)CN1C=NC2=C(C1=O)C=NN2C2=CC=C(C=C2)F)C2=CC=CC=C2 5-((1-([1,1'-biphenyl]-4-ylmethyl)-4-hydroxypiperidin-4-yl)methyl)-1-(4-fluorophenyl)-1,5-dihydro-4H-pyrazolo[3,4-d]pyrimidin-4-one